FC1=C(C=CC=C1)C=1N=C(SC1)C=1C=C2C(=NC1)N(C=C2)C(C)C 4-(2-fluorophenyl)-2-(1-isopropyl-1H-pyrrolo[2,3-b]pyridin-5-yl)thiazole